(+-)-trans-2-(((6-(5-(hydroxymethyl)-1-methyl-1H-1,2,3-triazol-4-yl)-2-methylpyridin-3-yl)oxy)methyl)cyclobutanecarboxylic acid methyl ester COC(=O)[C@H]1[C@@H](CC1)COC=1C(=NC(=CC1)C=1N=NN(C1CO)C)C |r|